1-(tert-Butyl)-3-(3-(pyridin-2-yl)phenyl)-5-methyl-pyrazol-4-ol C(C)(C)(C)N1N=C(C(=C1C)O)C1=CC(=CC=C1)C1=NC=CC=C1